3-(4-(2-aminoethylthio)-1,2,5-oxadiazol-3-yl)-4-(3-bromo-4-fluorophenyl)-1,2,4-oxadiazol-5(4H)-one NCCSC=1C(=NON1)C1=NOC(N1C1=CC(=C(C=C1)F)Br)=O